FC(O[Si](OC)(OC)CC)CCCC fluoro-butyl-ethyl-trimethoxysilane